COC(=O)C1CCNCC1 methyl-4-piperidcarboxylate